C(C)[C@]1(C(OCC=2C(N3CC=4C(=NC=5C=C(C(=C6C5C4CCC6)CO)F)C3=CC21)=O)=O)O (S)-9-ethyl-5-fluoro-9-hydroxy-4-(hydroxymethyl)-1,2,3,9,12,15-hexahydro-10H,13H-benzo[de]pyrano[3',4':6,7]indolizino[1,2-b]quinoline-10,13-dione